butyl-amine lead iodine [I].[Pb].C(CCC)N